C(C)(C)(C)N1C(=C(C=C1)C1=CC=C(C#N)C=C1)C=1OC=CC1C1=CC=CC=C1 4-(1-(tert-butyl)-2-(3-phenylfuran-2-yl)-1H-pyrrol-3-yl)benzonitrile